FC=1C=C(C=CC1F)C1=CC(=C(C=C1)C(=O)O)N1C(C2=CC=C(C=C2C1=O)C=1N=NNC1)=O 3',4'-Difluoro-3-[1,3-dioxo-5-(1H-[1,2,3]triazol-4-yl)-1,3-dihydroisoindol-2-yl]biphenyl-4-carboxylic acid